O=C1N(C(C=2C=C3C(=CC12)C=CC=C3)=O)C(C(=O)O)(CCC(C)(C)C)CC.C(C)C(C(=O)O)\C=C\C(C)(C)C (E)-2-ethyl-5,5-dimethylhex-3-enoate (1,3-dioxo-1,3-dihydro-2H-benzo[f]isoindol-2-yl (E)-2-ethyl-5,5-dimethylhexanoate)